(R,Z)-3-(4-chlorophenyl)-N'-((4-chlorophenyl)sulfonyl)-4-isopropyl-N-(2-sulfamoylethyl)-4,5-dihydro-1H-pyrazole ClC1=CC=C(C=C1)[C@@H]1N(N(CC1C(C)C)CCS(N)(=O)=O)S(=O)(=O)C1=CC=C(C=C1)Cl